(6-amino-4-fluoro-indan-2-yl)methanol NC1=CC(=C2CC(CC2=C1)CO)F